FC1=CC=C2C(=CNC(C2=C1)=O)C 7-fluoro-4-methylisoquinolin-1(2H)-one